5-(2-hydroxy-3-m-tolylaminopropyl)-1,3-oxazol-2(3H)-thione OC(CC1=CNC(O1)=S)CNC=1C=C(C=CC1)C